C1(CC1)[C@]1(C(N(CC1)CC1=CC=C(C=C1)OC)=O)CO (S)-3-cyclopropyl-3-(hydroxymethyl)-1-(4-methoxybenzyl)pyrrolidin-2-one